3,4-dichloro-6-[4-(dimethylphosphoryl)-3-fluorophenyl]-7-fluoro-2-methyl-1,5-naphthyridine ClC=1C(=NC2=CC(=C(N=C2C1Cl)C1=CC(=C(C=C1)P(=O)(C)C)F)F)C